C12(CC3CC(CC(C1)C3)C2)C2=CC=C(C=C2)B(O)O (4-(adamantan-1-yl)phenyl)boronic acid